NC(=O)C1CN(CCN1)C=1N=C(NC(C1)(NCC1=CC(=C(C(=C1)OC)OC)OC)C)NC=1SC(=C(N1)C)C(=O)OCC 2-[[4-[3-(aminocarbonyl)-1-piperazinyl]-6-methyl-6-[[(3,4,5-trimethoxyphenyl)methyl]amino]-2-pyrimidinyl]amino]-4-methyl-5-thiazolecarboxylic acid, ethyl ester